2-benzyloxy-1-(5-fluoro-2-pyridinyl)ethanone C(C1=CC=CC=C1)OCC(=O)C1=NC=C(C=C1)F